t-butylperoxy pivalate C(C(C)(C)C)(=O)OOOC(C)(C)C